isostearamidopropylmorpholinium lactate salt C(C(O)C)(=O)[O-].C(CCCCCCCCCCCCCCC(C)C)(=O)NCCC[NH+]1CCOCC1